(E)-3,5-dihydroxy-4,6,6-tris(3-methylbut-2-en-1-yl)-2-(3-(4-(trifluoromethyl)phenyl)acryloyl)cyclohexa-2,4-dien-1-one OC1=C(C(C(C(=C1CC=C(C)C)O)(CC=C(C)C)CC=C(C)C)=O)C(\C=C\C1=CC=C(C=C1)C(F)(F)F)=O